METHYL-ISOBUTYLKETON CC(=O)CC(C)C